C(C)(C)(C)N1N(C1)C(C)(C)C di-t-butyldiazirine